tetracosyl-ruthenium C(CCCCCCCCCCCCCCCCCCCCCCC)[Ru]